FC(C(C(F)(F)F)C(F)(F)F)(F)F 1,1,1,3,3,3-hexafluoro-2-(trifluoromethyl)propane